COC1=CC=C(C=C1)N(C(C#N)C#N)C 2-((4-methoxyphenyl)(methyl)amino)malononitrile